(3S,4R)-3-((Benzo[d][1,3]dioxol-5-yloxy)methyl)-4-(4-fluorophenyl)-N-methyl-N-((S)-1-phenylethyl)piperidine-1-carboxamide O1COC2=C1C=CC(=C2)OC[C@@H]2CN(CC[C@H]2C2=CC=C(C=C2)F)C(=O)N([C@@H](C)C2=CC=CC=C2)C